trifluoromethyl-benzenephosphonic acid FC(F)(F)C1=C(C=CC=C1)P(O)(=O)O